((R)-6-((1S,3R)-3-amino-1-isopropylcyclopentane-1-carbonyl)-3-(trifluoromethyl)-5,6,7,8-tetrahydro-1,6-naphthyridin-8-yl)carbamic acid tert-butyl ester C(C)(C)(C)OC(N[C@@H]1CN(CC=2C=C(C=NC12)C(F)(F)F)C(=O)[C@@]1(C[C@@H](CC1)N)C(C)C)=O